3,5,6,8-tetrahydrophenanthro[2,3-e:7,6-e']diindole, 1,2,3,5,6,8-hexahydrophenanthro[2,3-e:7,6-e']diindole-1,10-diium salt [NH2+]1CCC2=C3C(=CC=C12)C=C1C2=CC4=C(C=5CC=[NH+]C5C=C4)C=C2CCC1=C3.N3=CCC1=C2C(=CC=C31)C=C3C1=CC4=C(C=5CC=NC5C=C4)C=C1CCC3=C2